FC1=CC=C(C=C1)CCC1(CCCC=2C3=CC(=CC=C3NC12)F)N (4-fluorophenylethyl)-6-fluoro-2,3,4,9-tetrahydro-1H-carbazol-1-amine